CC=1N(C(=CC1)C)C1=NN2C(C=C(C=C2)C2=CN=CC(=N2)C=2C=NN(C2)C(C(=O)OC)C2=CC=C(C=C2)F)=N1 methyl 2-(4-(6-(2-(2,5-dimethyl-1H-pyrrol-1-yl)-[1,2,4]triazolo[1,5-a]pyridin-7-yl)pyrazin-2-yl)-1H-pyrazol-1-yl)-2-(4-fluorophenyl)acetate